2-((3-Isopropyl-2-(2-methylpyridin-4-yl)-1H-indol-5-yl)oxy)-1-(2,7-diazaspiro[3.5]nonan-2-yl)ethan-1-on C(C)(C)C1=C(NC2=CC=C(C=C12)OCC(=O)N1CC2(C1)CCNCC2)C2=CC(=NC=C2)C